2-(2-bromo-5-ethyl-7-oxo-[1,2,4]triazolo[1,5-a]pyrimidin-4(7H)-yl)-N-(3-fluoro-2-methyl-4-(trifluoromethyl)phenyl)acetamide BrC1=NN2C(N(C(=CC2=O)CC)CC(=O)NC2=C(C(=C(C=C2)C(F)(F)F)F)C)=N1